(thiazolidine-2-carboxamide) hexanoate C(CCCCC)(=O)O.S1C(NCC1)C(=O)N